phenyl-2-oxoacetic acid C1(=CC=CC=C1)C(C(=O)O)=O